C(CCCCCCCCC\C=C/CCCCCCCC)(=O)O gondoic acid